tert-butyl 4-(4-(6-amino-2-fluoro-5-(7-fluoro-1-oxo-1,2,3,4-tetrahydroisoquinolin-6-yl)pyridin-3-yl)phenyl)-3,6-dihydropyridine-1(2H)-carboxylate NC1=C(C=C(C(=N1)F)C1=CC=C(C=C1)C=1CCN(CC1)C(=O)OC(C)(C)C)C=1C=C2CCNC(C2=CC1F)=O